5-Ethyl-6-fluoro-4-(8-fluoro-2-(((2R,7aS)-2-fluorotetrahydro-1H-pyrrolizin-7a(5H)-yl)meth-oxy)-4-((R)-2-methylmorpholino)-pyrido[4,3-d]pyrimidin-7-yl)-naphthalen-2-ol C(C)C1=C2C(=CC(=CC2=CC=C1F)O)C1=C(C=2N=C(N=C(C2C=N1)N1C[C@H](OCC1)C)OC[C@]12CCCN2C[C@@H](C1)F)F